1-(6-(((1S,3S)-3-((5,6-Di-methylpyrazin-2-yl)amino)cyclopentyl)amino)pyridin-3-yl)-3-methylimidazolidine-2,4-dione CC=1N=CC(=NC1C)N[C@@H]1C[C@H](CC1)NC1=CC=C(C=N1)N1C(N(C(C1)=O)C)=O